sodium 5-sulfoisophthalate salt S(=O)(=O)(O)C=1C=C(C=C(C(=O)[O-])C1)C(=O)[O-].[Na+].[Na+]